α-phenyl-δ-caprolactone C1(=CC=CC=C1)C1C(=O)OC(CC1)C